CN1C(C(=C(C2=CC(=CC=C12)C)N1CCC(CC1)OC1=CC(=CC=C1)C)C(=O)N)=O 1,6-dimethyl-4-[4-(3-methylphenoxy)piperidin-1-yl]-2-oxo-1,2-dihydroquinoline-3-carboxamide